(S)-8-(2-fluoro-4-((1S,2S)-6-hydroxy-2-phenyl-1,2,3,4-tetrahydronaphthalen-1-yl)-5-methoxyphenyl)-1-oxa-8-azaspiro[4.5]decane-3-carbaldehyde FC1=C(C=C(C(=C1)[C@H]1[C@H](CCC2=CC(=CC=C12)O)C1=CC=CC=C1)OC)N1CCC2(C[C@@H](CO2)C=O)CC1